(2-methylimidazo[1,2-a]pyrazin-8-yl)methanone CC=1N=C2N(C=CN=C2C=O)C1